C1NCC2C1=CCC2 hexahydro-cyclopenta[C]pyrrole